N1=C(C=CC2=CC=CC=C12)CC#N quinolinylacetonitrile